N-isopropyl-3H-triazole C(C)(C)N1NNC=C1